N,N-diethylmorpholinium C(C)[N+]1(CCOCC1)CC